C1(=CC=CC=C1)C1NC(OC1)=O 4-phenyloxazolidin-2-one